tert-butyl N-(adamantan-1-yl)-N-({4-[(3S)-3-butyl-6-methoxy-3,4-dihydroisoquinolin-1-yl]phenyl}methyl)carbamate C12(CC3CC(CC(C1)C3)C2)N(C(OC(C)(C)C)=O)CC2=CC=C(C=C2)C2=N[C@H](CC3=CC(=CC=C23)OC)CCCC